Cl.C(C)(C)C1=CC=C(C=C1)C(O)(C=1C=NC(=NC1)N1CCCC1)C1(CNC1)C (4-Isopropylphenyl)(3-methylazetidin-3-yl)(2-(pyrrolidin-1-yl)pyrimidin-5-yl)methanol, hydrochloride salt